FC=1C=C(C#N)C=C(C1)OC1=CC=C(C=2[S@](C([C@@H](C21)F)(F)F)=O)C(F)(F)F 3-fluoro-5-(((1R,3R)-2,2,3-trifluoro-1-oxido-7-(trifluoromethyl)-2,3-dihydrobenzo[b]thiophen-4-yl)oxy)benzonitrile